F[C@@H]1C2CC[C@@H](C[C@@H]1N(C)C1=CN=C(N=N1)C=1C=C3C(=CN(C(C3=CC1O)=O)C)F)N2C(=O)OC(C)(C)C tert-butyl (2S,3S,5S)-2-fluoro-3-{[3-(4-fluoro-7-hydroxy-2-methyl-1-oxoisoquinolin-6-yl)-1,2,4-triazin-6-yl](methyl)amino}-8-azabicyclo[3.2.1]octane-8-carboxylate